6-isopropyl-5-(8-methoxy-[1,2,4]triazolo[1,5-a]pyridin-6-yl)-2-(1,4-dioxaspiro[4.5]decan-8-yl)-4H-pyrrolo[3,2-d]thiazole-4-carboxylic acid tert-butyl ester C(C)(C)(C)OC(=O)N1C(=C(C=2N=C(SC21)C2CCC1(OCCO1)CC2)C(C)C)C=2C=C(C=1N(C2)N=CN1)OC